1-((1-((benzyloxy)methyl)cyclopropyl)methyl)piperidin C(C1=CC=CC=C1)OCC1(CC1)CN1CCCCC1